4-(2-(4-acrylamidophenyl)-4-amino-7-cyano-1-methyl-1H-pyrrolo[3,2-c]pyridin-3-yl)-N-((1-fluorocyclopropyl)methyl)-2-methoxybenzamide C(C=C)(=O)NC1=CC=C(C=C1)C1=C(C=2C(=NC=C(C2N1C)C#N)N)C1=CC(=C(C(=O)NCC2(CC2)F)C=C1)OC